C(C)(C)(C)OC(=O)N(CC(=O)N(CC(=O)O)C)C(C)(C)C N-(N-(tert-butoxycarbonyl)-N-(tert-butyl)glycyl)-N-methylglycine